4-{[1-(2-Hydroxycarbamoyl-1-naphthalen-2-ylmethyl-ethyl)-1H-[1,2,3]triazol-4-ylmethyl]-carbamoyl}-piperidine-1-carboxylic acid tert-butyl ester C(C)(C)(C)OC(=O)N1CCC(CC1)C(NCC=1N=NN(C1)C(CC(NO)=O)CC1=CC2=CC=CC=C2C=C1)=O